C1CCC(CC1)NC2CCCCC2 N-cyclohexylcyclohexanamine